7-(4-chlorobenzyl)-1-(3-hydroxypropyl)-8-(2-methoxyphenoxy)-3-methyl-1H-purine-2,6(3H,7H)-dione ClC1=CC=C(CN2C(=NC=3N(C(N(C(C23)=O)CCCO)=O)C)OC2=C(C=CC=C2)OC)C=C1